ClCCCCCCSCCC[Si](OCC)(OCC)OCC (3-((6-chlorohexyl)thio)propyl)triethoxysilane